C1=CC=C(C=C1)CC=O The molecule is an aldehyde that consists of acetaldehyde bearing a methyl substituent; the parent member of the phenylacetaldehyde class of compounds. It has a role as a human metabolite, a Saccharomyces cerevisiae metabolite, an Escherichia coli metabolite and a mouse metabolite. It is an alpha-CH2-containing aldehyde and a member of phenylacetaldehydes.